4-[[4-(3-methoxyphenyl)-1-piperazinyl]carbonyl]-2-(1-methylethyl)-1(2H)-phthalazinone COC=1C=C(C=CC1)N1CCN(CC1)C(=O)C1=NN(C(C2=CC=CC=C12)=O)C(C)C